2-chloro-5-(difluoromethyl)-3-((1-((2,4-dimethyl-6-oxo-1,6-dihydropyrimidin-5-yl)methyl)-6-oxo-4-(1,1,2,2-tetrafluoroethyl)-1,6-dihydropyrimidin-5-yl)oxy)benzonitrile ClC1=C(C#N)C=C(C=C1OC1=C(N=CN(C1=O)CC1=C(N=C(NC1=O)C)C)C(C(F)F)(F)F)C(F)F